(S)-2-(4-(3-amino-1H-pyrazolo[3,4-b]pyridin-5-yl)benzylamino)-N-(1-(4-chlorophenyl)ethyl)-5-(trifluoromethyl)nicotinamide 2-phenoxy-ethyl-methylpropanoate (phenoxyethyl-isobutyrate) O(C1=CC=CC=C1)CCC(C(=O)O)(C)C.O(C1=CC=CC=C1)CCOC(C(C)C)=O.NC1=NNC2=NC=C(C=C21)C2=CC=C(CNC1=C(C(=O)N[C@@H](C)C3=CC=C(C=C3)Cl)C=C(C=N1)C(F)(F)F)C=C2